NC=1C=2N(C3=CC(=C(C=C3N1)Cl)C(=O)N1[C@@H]3[C@H](O[C@H](C1)C)CC=1C=C(C=CC13)C(F)(F)F)C=NC2 (4-amino-7-chloroimidazo[1,5-a]quinoxalin-8-yl)((2S,4aS,9aR)-2-methyl-7-(trifluoromethyl)-2,3,9,9a-tetrahydroindeno[2,1-b][1,4]oxazin-4(4aH)-yl)methanone